5-(3-isopropyl-5-(1-isopropylpiperidin-4-yl)-1H-indol-2-yl)-3-(methoxymethyl)-1-methylpyridin-2(1H)-one C(C)(C)C1=C(NC2=CC=C(C=C12)C1CCN(CC1)C(C)C)C=1C=C(C(N(C1)C)=O)COC